2-(4-([1,4'-bipiperidin]-1'-yl)-3-((4-ethylphenyl)sulfonyl)quinolin-6-yl)acetonitrile N1(CCCCC1)C1CCN(CC1)C1=C(C=NC2=CC=C(C=C12)CC#N)S(=O)(=O)C1=CC=C(C=C1)CC